N=1N=CN2C=NC(=CC21)OC2=C(C=C(C=C2)NC2=NC=NC1=CC=C(C=C21)NC(\C=C\CN(C)C)=O)C (E)-N-(4-((4-([1,2,4]triazolo[4,3-c]pyrimidin-7-yloxy)-3-methylphenyl)amino)quinazolin-6-yl)-4-(dimethylamino)-2-butenamide